NC=1C=2N(C3=CC(=C(C=C3N1)F)C(=O)N(C)C1COCC3=NC(=CC=C31)Br)C=NC2 4-amino-N-(2-bromo-5,8-dihydro-6H-pyrano[3,4-b]pyridin-5-yl)-7-fluoro-N-methylimidazo[1,5-a]quinoxaline-8-carboxamide